5-(2'-chlorophenyl)-s-triazine ClC1=C(C=CC=C1)N1CN=CN=C1